4-(benzylsulfanyl)piperidine hydrochloride salt Cl.C(C1=CC=CC=C1)SC1CCNCC1